4-(6-((4-chlorobenzofuran-7-yl)methoxy)pyridin-2-yl)piperidine-1-carboxylic acid tert-butyl ester C(C)(C)(C)OC(=O)N1CCC(CC1)C1=NC(=CC=C1)OCC1=CC=C(C=2C=COC21)Cl